FC=1C=C2C(N(CN(C2=CC1C#N)C1=C(C=C(C=C1)F)C)C1=C(NC(C=C1)=O)C)=O 6-fluoro-1-(4-fluoro-2-methylphenyl)-3-(2-methyl-6-oxo-1,6-dihydropyridin-3-yl)-4-oxo-1,2,3,4-tetrahydroquinazoline-7-carbonitrile